(4-amino-2,6-difluorobenzyl)carbamic acid tert-butyl ester C(C)(C)(C)OC(NCC1=C(C=C(C=C1F)N)F)=O